C(C)C(C(=O)[O-])CCCC.C(C)C(C(=O)[O-])CCCC.[Rh+2] rhodium bis(2-ethylhexanoate)